5-bromo-3-(1-(2-(4-((1-(cyclopropylmethyl)-1H-pyrazol-4-yl)methyl)-1-methyl-1H-Pyrazol-3-yl)-5-fluorophenyl)cyclopropyloxy)-2-nitropyridine BrC=1C=C(C(=NC1)[N+](=O)[O-])OC1(CC1)C1=C(C=CC(=C1)F)C1=NN(C=C1CC=1C=NN(C1)CC1CC1)C